ClC=1N=C2C(=C(C(N(C2=CC1)C)=O)C#N)N1C[C@H]2[C@@H](CC1)N(CC2)C2=NC=C(C=C2)Cl 6-chloro-4-((3aS,7aR)-1-(5-chloropyridin-2-yl)octahydro-5H-pyrrolo[3,2-c]pyridin-5-yl)-1-methyl-2-oxo-1,2-dihydro-1,5-naphthyridine-3-carbonitrile